C(CCCCCCCCCCC)SC(=S)SC(C(=O)O)(C)C 2-(dodecylthio(thiocarbonyl)thio)-2-methylpropanoic acid